tert-butyl ((1R,3S)-3-((7-(difluoromethyl)-5-(isopropylamino)-2,6-naphthyridin-3-yl)amino)cyclopentyl)carbamate FC(C1=NC(=C2C=C(N=CC2=C1)N[C@@H]1C[C@@H](CC1)NC(OC(C)(C)C)=O)NC(C)C)F